O1C(=CC2=C1C=CC=C2)CN2N=NC1=C(C2=O)C=C(C=C1)Br 3-(Benzofuran-2-ylmethyl)-6-bromobenzo[d][1,2,3]triazin-4(3H)-one